8-(4-(5-fluorobenzo[d]oxazol-2-yl)piperidin-1-yl)-5-methyl-6-oxo-5,6-dihydro-1,5-naphthyridine-2-carbonitrile FC=1C=CC2=C(N=C(O2)C2CCN(CC2)C2=CC(N(C=3C=CC(=NC23)C#N)C)=O)C1